4-Methyl-3-(4,4,5,5-tetramethyl-1,3,2-dioxaborolan-2-yl)-2-((2-(trimethylsilyl)ethoxy)methoxy)benzonitrile CC1=C(C(=C(C#N)C=C1)OCOCC[Si](C)(C)C)B1OC(C(O1)(C)C)(C)C